FC1=CC=C(C=C1)N1N=C(C2=CC=CC=C2C1=O)N1CC(CCC1)CCS(=O)(=O)N (1-(3-(4-fluorophenyl)-4-oxo-3,4-dihydro-phthalazin-1-yl)piperidin-3-yl)ethylsulfonamide